C(CC)[Si](OC)(C)C n-propyldimethylmethoxysilane